1-[6-(4-Methylpiperazin-1-yl)pyridin-2-yl]methylamine CN1CCN(CC1)C1=CC=CC(=N1)CN